4-[2-(3,5-difluoro-2-pyridinyl)-4,5,6,7-tetrahydropyrazolo[1,5-a]pyridin-3-yl]-6-methyl-1H-pyrazolo[3,4-b]pyridine FC=1C(=NC=C(C1)F)C1=NN2C(CCCC2)=C1C1=C2C(=NC(=C1)C)NN=C2